COC(C[C@H]1CN(CCN1)C(=O)OC(C)(C)C)=O tert-butyl (3S)-3-(2-methoxy-2-oxoethyl)piperazine-1-carboxylate